ethyl 2-((tert-butoxycarbonyl)amino)-5,5,5-trifluoropentanoate C(C)(C)(C)OC(=O)NC(C(=O)OCC)CCC(F)(F)F